1-(2,4,5-trihydroxyl-phenyl)-1-butanone OC1=C(C=C(C(=C1)O)O)C(CCC)=O